CN1N=C2N(C=CC(=C2)N2CC3C(C=4C=C(C=NC24)C(=O)O)C3)C1=O 3-(2-Methyl-3-oxo-2,3-dihydro-[1,2,4]triazolo[4,3-a]pyridin-7-yl)-1a,2,3,7b-tetrahydro-1H-cyclopropa[c][1,8]naphthyridine-6-carboxylic acid